1-{[2-(trimethylsilyl) ethoxy]Ethyl methyl}-1H-pyrazole-5-carboxylate C[Si](CCOCCCN1N=CC=C1C(=O)[O-])(C)C